NCCCC(CO)CCCN 5-amino-2-(3-aminopropyl)-1-pentanol